2-(5-nitro-2-oxo-2,3-dihydro-1H-indol-1-yl)acetamide [N+](=O)([O-])C=1C=C2CC(N(C2=CC1)CC(=O)N)=O